3-(5,6-Dimethoxythieno[2,3-b]pyridin-2-yl)-3-oxo-propionic acid tert-butyl ester C(C)(C)(C)OC(CC(=O)C1=CC=2C(=NC(=C(C2)OC)OC)S1)=O